C(N)(=O)C=1C=C(C=CC1)NC(=O)C=1C=CC2=C(N(C(=N2)C(C(F)(F)F)(C2=CC=C(C=C2)OC)O)CC)C1 N-(3-Carbamoylphenyl)-1-ethyl-2-(2,2,2-trifluoro-1-hydroxy-1-(4-methoxyphenyl)ethyl)-1H-benzo[d]imidazole-6-carboxamide